3-fluoro-3,4-dimethylpiperidin-4-ol FC1(CNCCC1(O)C)C